2-(3-(3-chloro-5-(trifluoromethyl)pyridin-2-yl)-2-oxo-2,3-dihydrobenzothiazol-5-yloxy)propionyl chloride ClC=1C(=NC=C(C1)C(F)(F)F)N1C(SC2=C1C=C(C=C2)OC(C(=O)Cl)C)=O